mono-tosylethylsulfide S(=O)(=O)(C1=CC=C(C)C=C1)CCSCCS(=O)(=O)C1=CC=C(C)C=C1